2,5-dimethyladipic acid CC(C(=O)O)CCC(C(=O)O)C